ClC=1C(=NC=CC1I)N1N=CC=C1 3-chloro-4-iodo-2-(1H-pyrazol-1-yl)pyridine